1,1-dimethoxy-9,11-heptadecadiene COC(CCCCCCCC=CC=CCCCCC)OC